NC1=C(C(=C(C(=O)NC)C(=C1)F)F)I 4-amino-2,6-difluoro-3-iodo-N-methylbenzamide